O1C(NC2=C1C=CC(=C2)NC2=NC(=NC=C2C)NC=2C=CC1=C(C(=NO1)C)C2)=O N4-(benzo[d]oxazol-2(3H)-on-5-yl)-N2-(3-methyl-1,2-benzisoxazol-5-yl)-5-methylpyrimidine-2,4-diamine